FC=1C=2N(C=CC1)N=C(C2)[C@@H]2N(CCC1=C2N=CN1)C=1OC(=NN1)C(F)(F)F (R)-2-(4-(4-fluoropyrazolo[1,5-a]pyridin-2-yl)-6,7-dihydro-1H-imidazo[4,5-c]pyridin-5(4H)-yl)-5-(trifluoromethyl)-1,3,4-oxadiazole